3-(prop-2-en-1-yloxy)-2-(propan-2-yloxy)benzoate C(C=C)OC=1C(=C(C(=O)[O-])C=CC1)OC(C)C